(S,E)-1-(5-(((3-ethyl-5-(2-(2-hydroxyethyl)piperidin-1-yl)pyrazolo[1,5-a]pyrimidin-7-yl)amino)methyl)pyridin-2-yl)-21-methyl-3,6,9,12,15,18-hexaoxa-21-azapentacos-23-en-25-oic acid C(C)C=1C=NN2C1N=C(C=C2NCC=2C=CC(=NC2)CCOCCOCCOCCOCCOCCOCCN(C\C=C\C(=O)O)C)N2[C@@H](CCCC2)CCO